Ethyl-2-fluoro-2-(naphthalen-2-yloxy)acetate C(C)OC(C(OC1=CC2=CC=CC=C2C=C1)F)=O